C1(=CC=CC=C1)C1C(C1)NC(=O)N1CCC(CC1)=CC1=CC(=CC=C1)OC1=NC=C(C=C1)C(F)(F)F 4-[3-(5-trifluoromethyl-pyridin-2-yloxy)-benzylidene]-piperidine-1-carboxylic acid (2-phenyl-cyclopropyl)-amide